(R)-1,1-Difluoro-1-(6-(1-((7-methoxy-6-(2-methoxyethoxy)-2-methylquinazolin-4-yl)amino)ethyl)phenyl)-2-methylpropan-2-ol FC(C(C)(O)C)(C1=CC=CC=C1[C@@H](C)NC1=NC(=NC2=CC(=C(C=C12)OCCOC)OC)C)F